1-(cyclopropylmethylene)-4-bromobenzene C1(CC1)C=C1CC=C(C=C1)Br